hexadecyl-fluoro-1,3-dimethylcyclohexane C(CCCCCCCCCCCCCCC)C1C(CCCC1C)(C)F